6-chloro-N-((5,6-dichloro-1H-benzo[d]imidazol-2-yl)methyl)-3-(1-isopropyl-1H-pyrazol-4-yl)imidazo[1,2-b]pyridazin-8-amine ClC=1C=C(C=2N(N1)C(=CN2)C=2C=NN(C2)C(C)C)NCC2=NC1=C(N2)C=C(C(=C1)Cl)Cl